NC1(CCC2(N(CC3=CC(=C(C=C23)OC)F)C[C@H](CO)C)CC1)C(=O)O (1s,4S)-4-amino-5'-fluoro-2'-[(2R)-3-hydroxy-2-methylpropyl]-6'-methoxy-2',3'-dihydrospiro[cyclohexane-1,1'-isoindole]-4-carboxylic acid